C(CCC\C=C/CC)OC(CCCCCCCN(CCCCCCC(=O)OCCCCC\C=C/CC)CCO)OCCCC\C=C/CC (Z)-non-6-en-1-yl 7-((8,8-bis(((Z)-oct-5-en-1-yl)oxy)octyl)(2-hydroxyethyl)amino)heptanoate